CN1N=C2C(=CC=C(C2=C1)N1CCNCC1)C(=O)NC1=CC=2N(C=C1)N=C(N2)C 2-methyl-N-{2-methyl-[1,2,4]triazolo[1,5-a]pyridin-7-yl}-4-(piperazin-1-yl)indazole-7-carboxamide